ethanesulfonamidomethanol C(C)S(=O)(=O)NCO